(terphenylyl)[di(phenyl)(1)triazinylphenyl]dibenzofuran C1(=C(C=CC=C1)C1=C(C2=C(OC3=C2C=CC=C3)C=C1)C1(C(C(=CC=C1)C1=CC=CC=C1)C1=CC=CC=C1)C1=NN=NC=C1)C=1C(=CC=CC1)C1=CC=CC=C1